CN1N=CC(=C1C1CCN(CC1)C1=CC(=C(C(=N1)C(F)(F)F)C#C)N1CC(C1)N1CCN(CC1)C(=O)OC(C)(C)C)C tert-butyl 4-(1-(6-(4-(1,4-dimethyl-1H-pyrazol-5-yl)piperidin-1-yl)-3-ethynyl-2-(trifluoromethyl)pyridin-4-yl)azetidin-3-yl)piperazine-1-carboxylate